8-(4-chloro-2-fluoro-phenyl)-3-methyl-6-[(2R)-2-(2-methyl-4-pyridyl)morpholin-4-yl]pyrido[3,4-d]pyrimidin-4-one ClC1=CC(=C(C=C1)C1=NC(=CC2=C1N=CN(C2=O)C)N2C[C@H](OCC2)C2=CC(=NC=C2)C)F